6-(4-hydroxy-4-methylpiperidin-1-yl)quinoline-4-carboxylic acid OC1(CCN(CC1)C=1C=C2C(=CC=NC2=CC1)C(=O)O)C